ClC=1C=C(C=C(C1)Cl)C1=NC(=CC(=C1)CN1CC[C@H]2C[C@H]2CC1)OC=1C=NC(=NC1)N1CCN(CCC1)C (1R,7S,8r)-4-((2-(3,5-Dichlorophenyl)-6-((2-(4-methyl-1,4-diazepan-1-yl)pyrimidin-5-yl)oxy)pyridin-4-yl)methyl)-4-azabicyclo[5.1.0]octan